methyl 1-(4-hydroxybutyl)-2-oxo-1,2-dihydropyridine-3-carboxylate OCCCCN1C(C(=CC=C1)C(=O)OC)=O